cis-3-(tert-butoxycarbonylamino)-1-methyl-cyclobutanecarboxylic acid C(C)(C)(C)OC(=O)NC1CC(C1)(C(=O)O)C